ClC=1C=CC2=C(N=C(S2)C2CC3(CC(C3)NC(=O)C3=CC(=NC=C3)N(C)CC)C2)C1 N-[6-(5-chloro-1,3-benzothiazol-2-yl)spiro[3.3]heptan-2-yl]-2-[ethyl(methyl)amino]pyridine-4-carboxamide